N-(4-(4,4-difluorocyclohexyl)-6-(2,5-difluorophenyl)pyrimidin-5-yl)-2-isopropylpyrimidine-5-carboxamide FC1(CCC(CC1)C1=NC=NC(=C1NC(=O)C=1C=NC(=NC1)C(C)C)C1=C(C=CC(=C1)F)F)F